C[C@@H]1CN(CCN1)C1=CC=CC(=N1)S(=O)(=O)NC1=NC(=C(C=C1)C(F)(F)F)C1=C(C=CC=C1)C (R)-6-(3-methylpiperazin-1-yl)-N-(6-(o-tolyl)-5-(trifluoromethyl)pyridin-2-yl)pyridine-2-sulfonamide